methyl 4-acetyl-1-(1-methylcyclopropyl)-6-oxo-1,6-dihydropyridine-3-carboxylate C(C)(=O)C=1C(=CN(C(C1)=O)C1(CC1)C)C(=O)OC